C(C)C=1C(NC(N([C@H]2C[C@H](O)[C@@H](CO)O2)C1)=O)=O 5-ethyl-2'-deoxyuridine